C(C1=CC=CC=C1)OC([C@@H](NC(CO)=O)C)=O (2-hydroxyacetyl)-L-alanine benzyl ester